2-[5-(1-bromoethyl)-1,2,4-triazol-1-yl]pyridine BrC(C)C1=NC=NN1C1=NC=CC=C1